CC1=C(C(=O)C=2C=C3C=4C=C(C=CC4N(C3=CC2)CC)C(CCC2CCCC2)=O)C=CC=C1 1-[6-(2-methylbenzoyl)-9-ethylcarbazol-3-yl]-3-cyclopentyl-propane-1-one